BrC1=CC(=C(C=C1)C(CNC(=O)C1=C(N=NC(=C1)Cl)OC1=C(C(=CC=C1)F)F)(F)F)Cl N-[2-(4-bromo-2-chloro-phenyl)-2,2-difluoro-ethyl]-6-chloro-3-(2,3-difluoro-phenoxy)pyridazine-4-carboxamide